quinol-4-Carboxylic acid N1=CC=C(C2=CC=CC=C12)C(=O)O